CC=1C=CC(=NC1)NC(=O)C=1C(=C2C=NN(C2=CC1)C1OCCCC1)[N+](=O)[O-] N-(5-methylpyridin-2-yl)-4-nitro-1-(tetrahydro-2H-pyran-2-yl)-1H-indazole-5-carboxamide